C(C)(C)(C)C(O)C1C=C(CC1)B1OC(C(O1)(C)C)(C)C tert-butyl-(3-(4,4,5,5-tetramethyl-1,3,2-dioxaborolan-2-yl)cyclopent-2-en-1-yl)methanol